C1(CCCC1)OC1=C(C(=C(C(=C1F)F)F)F)S(=O)(=O)NC1=CC(=C(C=C1)OC)F 2-(cyclopentyloxy)-3,4,5,6-tetrafluoro-N-(3-fluoro-4-methoxyphenyl)benzenesulfonamide